O[B-]1([C@H]2C[C@H]2C2=CC=C(C(=C2O1)C(=O)O)OC1CN(C1)C([C@H]1NC[C@@H](C1)O)=O)O (2R,4S)-5,5-dihydroxy-9-{1-[(4R)-4-hydroxy-L-prolyl]azetidin-3-yl}oxy-6-oxa-5-boranuidatricyclo[5.4.0.02,4]undeca-1(11),7,9-triene-8-carboxylic acid